F[C@@H]\1[C@@]2(CCC[C@](C/C1=C\C=1N=CC(=NC1)C=1C=C3C=CN=CC3=CC1O)(N2)C)C 6-(5-((E)-((1S,2S,5R)-2-fluoro-1,5-dimethyl-9-azabicyclo[3.3.1]nonan-3-ylidene)methyl)pyrazin-2-yl)isoquinolin-7-ol